CN(CCNC(NC1=CC=C(C=C1)C=1C=CC2=C(N(C=N2)C=2C=C(C=CC2)NS(=O)(=O)C2CC2)C1)=O)C N-(3-(6-(4-(3-(2-(dimethylamino)ethyl)ureido)phenyl)-1H-benzo[d]imidazol-1-yl)phenyl)cyclopropanesulfonamide